C(C)C(COC(C(=C)C)=O)CCCC 2-ethylhexyl-methacrylate